CN1C(N(C2=NC(=NC=C12)NC=1C(=CC=2N(C1)N=CN2)C)[C@@H]2COCC2)=O (S)-7-methyl-2-((7-methyl-[1,2,4]triazolo[1,5-a]pyridin-6-yl)amino)-9-(tetrahydrofuran-3-yl)-7,9-dihydro-8H-purin-8-one